3-(2-fluoro-4-(((1-(4-(7-hydroxy-3-phenylchroman-4-yl)phenyl)piperidin-4-yl)(methyl)amino)methyl)phenyl)piperidine-2,6-dione FC1=C(C=CC(=C1)CN(C)C1CCN(CC1)C1=CC=C(C=C1)C1C(COC2=CC(=CC=C12)O)C1=CC=CC=C1)C1C(NC(CC1)=O)=O